N-(3-triethoxysilylpropyl)-3-azidobenzamide C(C)O[Si](CCCNC(C1=CC(=CC=C1)N=[N+]=[N-])=O)(OCC)OCC